C(CCCCCCCCCCCCC)O[C@@H](COCOCC[N+](C)(C)C)COCCCCCCCCCCCCCC |r| rac-[2-(2,3-ditetradecyloxypropyl-oxymethyl-oxy)ethyl]trimethylammonium